Racemic-5,7-dichloro-2,3-dihydro-1H-inden-1-ol ClC=1C=C2CC[C@H](C2=C(C1)Cl)O |r|